methyl tert-butyl glutarate C(CCCC(=O)OC(C)(C)C)(=O)OC